(S)-3-ethylmorpholine, Hydrochloride Cl.C(C)[C@@H]1NCCOC1